FC=1C=C(C=C(C1)F)C1=NOC(C1)(OC)C(=O)N[C@H]1C=C[C@H](C1)C(=O)OCC Ethyl (1S,4R)-4-[[[3-(3,5-difluorophenyl)-5-methoxy-4H-1,2-oxazol-5-yl]carbonyl]amino]-cyclopent-2-ene-1-carboxylate